trifluoromethoxylphenol FC(OC1=C(C=CC=C1)O)(F)F